O=C1NC(CCC1N1C(C2=CC=C(C=C2C1=O)OCCOC1CN(C1)CCN1[C@H](CN(CC1)C(=O)OC(C)(C)C)C)=O)=O tert-butyl (3S)-4-[2-[3-[2-[2-(2,6-dioxo-3-piperidyl)-1,3-dioxo-isoindolin-5-yl]oxyethoxy]azetidin-1-yl] ethyl]-3-methyl-piperazine-1-carboxylate